C(C1=CC=CC=C1)OC1=NC(=CC=C1C1=CC=C(C=C1)N1CCC2(CC(CO2)=O)CC1)OCC1=CC=CC=C1 8-(4-(2,6-bis(benzyloxy)pyridin-3-yl)phenyl)-1-oxa-8-azaspiro[4.5]decan-3-one